(S)-1-(3-(4-amino-3-((6-fluoro-1-methyl-1H-benzo[d]imidazol-5-yl)ethynyl)-7-(thiazol-2-yl)-1H-pyrazolo[4,3-c]pyridin-1-yl)pyrrolidin-1-yl)prop-2-en-1-one NC1=NC=C(C2=C1C(=NN2[C@@H]2CN(CC2)C(C=C)=O)C#CC2=CC1=C(N(C=N1)C)C=C2F)C=2SC=CN2